8-fluoro-2-((hexahydro-1H-pyrrolizin-7a-yl)methoxy)pyrido[4,3-d]pyrimidine FC1=CN=CC2=C1N=C(N=C2)OCC21CCCN1CCC2